COC=1C=C(C=CC1OCC1=C(C=CC=C1)C)/C=C/C(=O)NC1(CCCC1)C(=O)O (E)-1-(3-(3-methoxy-4-((2-methylbenzyl)oxy)phenyl)acrylamido)cyclopentane-1-carboxylic acid